NC1=CC=C(C(=N1)CC)C=1C(=NC2=CC(=CC=C2C1)F)N(CC)C1CCCCC1 (6-amino-2-ethylpyridin-3-yl)-N-cyclohexyl-N-ethyl-7-fluoroquinolin-2-amine